(+)-3,7-Dimethyl-1,6-octadien-3-ol CC(C=C)(CCC=C(C)C)O